S(=O)(=O)(O)C=1OC=CN1 sulfooxazole